BrC1=CC(=C2CN(C(C2=C1)=O)[C@@H](C(=O)NC=1SC=CN1)C1=C2N(C=N1)CCC2)C(F)F |r| (2RS)-2-[6-bromo-4-(difluoromethyl)-1-oxo-isoindolin-2-yl]-2-(6,7-dihydro-5H-pyrrolo[1,2-c]imidazol-1-yl)-N-thiazol-2-yl-acetamide